CN(C)CC1=CC(=C(C(=O)OC)C=C1[N+](=O)[O-])SC1=NN=NN1C methyl 4-[(dimethylamino)methyl]-2-(1-methyltetrazol-5-yl)sulfanyl-5-nitro-benzoate